C1(CC1)[C@]1(C(N(C[C@H]1C)C=1C=2N(C=C(N1)C=1C(=NN(C1)C)C)N=CC2)=O)C#N (3R,4S)-3-cyclopropyl-1-[6-(1,3-dimethylpyrazol-4-yl)pyrazolo[1,5-a]pyrazin-4-yl]-4-methyl-2-oxopyrrolidine-3-carbonitrile